ClC1=CC(=C(C=2N=C(SC21)C)N2C[C@H](CC2)NC(OC(C)(C)C)=O)[N+](=O)[O-] tert-butyl (S)-(1-(7-chloro-2-methyl-5-nitrobenzo[d]thiazol-4-yl)pyrrolidin-3-yl)carbamate